OC1=CC2=C(N=C(S2)C23CC(C2)(C3)NC(=O)C=3OC(=CC3)C3(CC3)S(=O)(=O)C)C=C1 N-[3-(6-hydroxy-1,3-benzothiazol-2-yl)-1-bicyclo[1.1.1]pentanyl]-5-(1-methanesulfonylcyclopropyl)furan-2-carboxamide